BrC=1C=2C=3N(C(=NC2C=CC1)N[C@H]1C(NCCCC1)=O)N=C(N3)C3=CC=C(C=C3)F (3R)-3-{[10-bromo-2-(4-fluorophenyl)[1,2,4]triazolo[1,5-c]quinazolin-5-yl]amino}azepan-2-one